C(C)(C)(C)OC(C1=NC(=CC=C1C1=C(N(C(=C1)C#N)CC1=CC=CC=C1)C)N1CC2=C(C=CC=C2CC1)C(NC=1SC2=C(N1)C=CC=C2)=O)=O 6-(8-(benzo[d]thiazol-2-ylcarbamoyl)-3,4-dihydroisoquinolin-2(1H)-yl)-3-(1-benzyl-5-cyano-2-methyl-1H-pyrrol-3-yl)picolinic acid tert-butyl ester